(4-aminophenyl)(3,4-dihydroisoquinolin-2(1H)-yl)methanone NC1=CC=C(C=C1)C(=O)N1CC2=CC=CC=C2CC1